C(C)(C)OC1=CC2=C(N=C(S2)N)C=C1 6-isopropoxybenzo[d]thiazol-2-amine